FC(C(=O)O)(F)F.ClC=1C=C(C=CC1)[C@@H](CNCCNC)NC(=O)C=1N=CN(C1)C1=NC(=NC=C1C)NC1CCOCC1 (S)-N-(1-(3-chlorophenyl)-2-((2-(methylamino)ethyl)amino)ethyl)-1-(5-methyl-2-((tetrahydro-2H-pyran-4-yl)amino)pyrimidin-4-yl)-1H-imidazole-4-carboxamide-2,2,2-trifluoroacetate salt